C(C)(C)(C)OC(=O)N1C[C@H]([C@@H](CC1)N1N=C2C(=CC(=CC2=C1)C=1C=C(C=2N(N1)C=C(N2)C)C)F)F (3R,4R)-4-[5-(2,8-dimethylimidazo[1,2-b]pyridazin-6-yl)-7-fluoro-indazol-2-yl]-3-fluoro-piperidine-1-carboxylic acid tert-butyl ester